OC1(C2(C3=CC=CC=C3C1(C)C)CC(C1=CC=CC=C12)(C)C)O dihydroxy-3,3,3',3'-tetramethyl-1,1'-spirobiindan